1-(4-aza-1-azoniabicyclo[2.2.2]oct-1-yl)-7-benzyloxy-4-(4-fluorophenyl)-3-isopropyl-isoquinoline [N+]12(CCN(CC1)CC2)C2=NC(=C(C1=CC=C(C=C21)OCC2=CC=CC=C2)C2=CC=C(C=C2)F)C(C)C